C1(CC1)CN1C2CC(CC1CC2)N2CCC(CC2)C=2C(=CC1=C(N(C(=N1)C1=CC=C(C=C1)S(=O)(=O)C)C)C2)F 6-(1-(8-(Cyclopropylmethyl)-8-azabicyclo[3.2.1]octan-3-yl)piperidin-4-yl)-5-fluoro-1-methyl-2-(4-(methylsulfonyl)phenyl)-1H-benzo[d]imidazol